OC1=C(C=CC=C1)N 1-Hydroxy-2-aminobenzene